(2R)-N-((S)-(3,4-difluorophenyl)(trans-4-(trifluoromethyl)cyclohexyl)-methyl)-2-methyl-3-oxopiperazine-1-carboxamide FC=1C=C(C=CC1F)[C@@H](NC(=O)N1[C@@H](C(NCC1)=O)C)[C@@H]1CC[C@H](CC1)C(F)(F)F